C(C)N(CCNS(=O)(=O)C=1C=C2C(=C(N(C2=CC1)S(=O)(=O)C1=CC=CC=C1)C)C)CC N-(2-(Diethylamino)ethyl)-2,3-dimethyl-1-(phenylsulfonyl)-1H-indole-5-sulfonamide